2,4,6-Tris([1,1'-biphenyl]-4-yl)-1,3,5-triazin C1(=CC=C(C=C1)C1=NC(=NC(=N1)C1=CC=C(C=C1)C1=CC=CC=C1)C1=CC=C(C=C1)C1=CC=CC=C1)C1=CC=CC=C1